CC/C=C/CC/C=C/C=C/CCCCCCCC(=O)[O-] The molecule is any octadecatrienoate having double bonds at positions 9, 11 and 15. It is a conjugate base of a 9,11,15-octadecatrienoic acid.